NC=1C2=C(N=CN1)N(C(=C2C2=CC=C(C=C2)OC2=NC=CC(=N2)C)C2=C(C=C(C=C2)NC(C=C)=O)Cl)C N-(4-(4-amino-7-methyl-5-(4-((4-methylpyrimidin-2-yl)oxy)phenyl)-7H-pyrrolo[2,3-d]pyrimidin-6-yl)-3-chlorophenyl)acrylamide